(4aS,8aR)-6-[4-[(4-tert-butylthiazol-2-yl)methyl]piperidine-1-carbonyl]-4,4a,5,7,8,8a-hexahydropyrido[4,3-b][1,4]oxazin-3-one C(C)(C)(C)C=1N=C(SC1)CC1CCN(CC1)C(=O)N1C[C@H]2[C@H](OCC(N2)=O)CC1